(R)-3-((3-bromophenyl)amino)butanoic acid BrC=1C=C(C=CC1)N[C@@H](CC(=O)O)C